C(C)(C)NC1=NC=C(C(=N1)NC1=CC=CC=C1)CC1=C(C=C(C(=C1)OC)OC)C(C)C N*2*-Isopropyl-5-(2-isopropyl-4,5-dimethoxy-benzyl)-N*4*-phenyl-pyrimidine-2,4-diamine